2-chloro-N-[[6-[[3-[(3R)-5,5-dimethylpyrrolidin-3-yl]-1-(2-pyridyl)propyl]amino]-2-pyridyl]sulfonyl]-6-[3-(2-dispiro[2.0.2.1]heptan-7-ylethoxy)pyrazol-1-yl]pyridine-3-carboxamide ClC1=NC(=CC=C1C(=O)NS(=O)(=O)C1=NC(=CC=C1)NC(CC[C@H]1CNC(C1)(C)C)C1=NC=CC=C1)N1N=C(C=C1)OCCC1C2(C13CC3)CC2